(S)-(5-(2-methoxyphenoxy)-2-(3-(5-methylpyridin-2-yloxy)pyrrolidin-1-yl)phenyl)methanol COC1=C(OC=2C=CC(=C(C2)CO)N2C[C@H](CC2)OC2=NC=C(C=C2)C)C=CC=C1